ClC=1C=C2CCNCC2=CC1NC1=NC=C(C(=N1)NCCCN1C(CCCC1)=O)C(F)(F)F 1-[3-[[2-[(6-chloro-1,2,3,4-tetrahydroisoquinolin-7-yl)amino]-5-(trifluoromethyl)-pyrimidin-4-yl]amino]propyl]piperidin-2-one